2-(((tert-butoxycarbonyl)amino)methyl-3-fluoroallyl)-1H-pyrrole-3-carboxylate C(C)(C)(C)OC(=O)NCC(=CCC=1NC=CC1C(=O)[O-])F